tert-Butyl 4-chloro-3-(hydroxymethyl)-1H-indole-1-carboxylate ClC1=C2C(=CN(C2=CC=C1)C(=O)OC(C)(C)C)CO